C(C)(C)(C)OC(=O)N[C@@H]1C(N2[C@@H](CC[C@@H]2CC1)C(=O)OC(C)(C)C)=O tert-butyl (3S,6S,8aS)-6-((tert-butoxycarbonyl) amino)-5-oxooctahydroindolizine-3-carboxylate